C(\C=C\C)(=O)[O-].[K+] Kalium crotonat